O1CCN(CC1)C1=CN=NC=C1 4-morpholinopyridazin